COC1=CC=C(C=C1)C1=NOC(=C1)N1CCC(CC1)C(=O)NCC=1C=NC=CC1 1-(3-(4-Methoxyphenyl)isoxazol-5-yl)-N-(pyridin-3-ylmethyl)piperidine-4-carboxamide